C1=CC=CC=2C3=CC=CC=C3N(C12)CCO 2-(9H-carbazole-9-yl)ethane-1-ol